BrC=1C=CC(=C(C1)C(C(=O)OC(C)(C)C)N1C(C(=CC(=C1)CCN1CC(C1)F)CC)=O)F tert-butyl 2-(5-bromo-2-fluorophenyl)-2-(3-ethyl-5-(2-(3-fluoroazetidin-1-yl)ethyl)-2-oxopyridin-1(2H)-yl)acetate